C1(CC1)CCN(C1=C2CN(C(C2=CC=C1)=O)C1C(NC(CC1)=O)=O)C1CCC(CC1)N1C[C@@H](CC1)C(F)(F)F 3-(4-((2-cyclopropylethyl)((1S,4s)-4-((R)-3-(trifluoromethyl)pyrrolidin-1-yl)cyclohexyl)amino)-1-oxoisoindolin-2-yl)piperidine-2,6-dione